CC1=C(C(=C(C(=O)OC(CNC2(CCC2)C)C2=CC(=CC=C2)F)C=C1C)C(C(=O)OCC)C)Br 1-(3-Fluorophenyl)-2-((1-methylcyclobutyl)amino)ethan-1-ol methyl-3-bromo-2-(1-ethoxy-1-oxopropan-2-yl)-5-methylbenzoate